Cl.N1(C[C@H](CCC1)C1CCNCC1)C(C(F)(F)F)=O (R)-1-([3,4'-bipiperidin]-1-yl)-2,2,2-trifluoroethan-1-one hydrochloride